methyl ((6-(2,2'-dichloro-3'-(4-oxo-3-(((((R)-5-oxopyrrolidin-2-yl)methyl)amino)methyl)-4H-pyrido[1,2-a]pyrimidin-8-yl)-[1,1'-biphenyl]-3-yl)-2-methoxypyridin-3-yl)methyl)-L-serinate ClC1=C(C=CC=C1C1=CC=C(C(=N1)OC)CN[C@@H](CO)C(=O)OC)C1=C(C(=CC=C1)C1=CC=2N(C(C(=CN2)CNC[C@@H]2NC(CC2)=O)=O)C=C1)Cl